1,3-dimethylpyrazinylimidazolium chloride [Cl-].CN1C(C(=NC=C1)C)C=1NC=C[NH+]1